2-(ethynyl)nitrobenzene C(#C)C1=C(C=CC=C1)[N+](=O)[O-]